N-((S)-1-((S)-4-benzyl-4,5-dihydrooxazol-2-yl)-2-methylpropyl)-2,3,4,5,6-pentafluorobenzamide C(C1=CC=CC=C1)[C@@H]1N=C(OC1)[C@H](C(C)C)NC(C1=C(C(=C(C(=C1F)F)F)F)F)=O